BrC1=NC(=CC(=C1OCOC)C1=CC(=C(C=C1)N1C(N(C=C1)C)=O)F)F 1-(4-(2-bromo-6-fluoro-3-(methoxymethoxy)pyridin-4-yl)-2-fluorophenyl)-3-methyl-1,3-dihydro-2H-imidazol-2-one